l-mannuronic acid O=C[C@H](O)[C@H](O)[C@@H](O)[C@@H](O)C(=O)O